CC1=CC2=C(C3=CC(=CC=C3C(=C2C=C1)C(=O)OCCC)C)C(=O)OCCC 2,7-dimethyl-9,10-bis(n-propyloxycarbonyl)anthracene